CC(C)CCCC(=O)CC(=O)SCCNC(=O)CCNC(=O)[C@@H](C(C)(C)COP(=O)(O)OP(=O)(O)OC[C@@H]1[C@H]([C@H]([C@@H](O1)N2C=NC3=C(N=CN=C32)N)O)OP(=O)(O)O)O The molecule is an oxo-fatty acyl-CoA that results from the formal condensation of the thiol group of coenzyme A with the carboxylic acid group of 7-methyl-3-oxooctanoic acid. It is a methyl-branched fatty acyl-CoA and a 3-oxo-fatty acyl-CoA. It derives from an octanoyl-CoA and a 7-methyl-3-oxooctanoic acid.